C(CCCC)(=O)NC=1C(=C(C(=O)N)C=CC1)O pentanoylamino-2-hydroxybenzamide